(5R)-5-methyl-N-[(3S)-2-oxo-5-phenyl-1,3-dihydro-1,4-benzodiazepine-3-yl]-2-(3-thienyl)-6,7-dihydro-5H-pyrazolo[5,1-b][1,3]Oxazine-3-carboxamide C[C@@H]1CCN2C(O1)=C(C(=N2)C2=CSC=C2)C(=O)N[C@@H]2C(NC1=C(C(=N2)C2=CC=CC=C2)C=CC=C1)=O